NC1=NC=NN2C1=C(C=C2C=2C=CC(=C(C(=O)N[C@@H]1CN(C[C@@H]1F)C(=O)C=1C(=NC=CC1)OC)C2)C)C(F)(F)F 5-[4-amino-5-(trifluoromethyl)pyrrolo[2,1-f][1,2,4]triazin-7-yl]-N-[(3R,4S)-4-fluoro-1-(2-methoxypyridine-3-carbonyl)pyrrolidin-3-yl]-2-methylbenzamide